2,2,2-trichloroethyl (((R)-4-((3R,5R,8R,9S,10S,13R,14S,17R)-3-hydroxy-10,13-dimethylhexadecahydro-1H-cyclopenta[a]phenanthren-17-yl)pentanoyl)oxy)carbamate O[C@@H]1CC[C@@]2([C@H]3CC[C@@]4([C@H](CC[C@H]4[C@@H]3CC[C@@H]2C1)[C@@H](CCC(=O)ONC(OCC(Cl)(Cl)Cl)=O)C)C)C